1-(4-Bromophenyl)-8-(4-methoxybenzyl)-8-azabicyclo[3.2.1]octan-3-ol BrC1=CC=C(C=C1)C12CC(CC(CC1)N2CC2=CC=C(C=C2)OC)O